6-(2-((2-oxaspiro[3.5]nonan-7-yl)amino)-6-fluoro-4-methoxypyrrolo[2,1-f][1,2,4]triazin-5-yl)-N-methylimidazo[1,2-a]pyridine-3-carboxamide C1OCC12CCC(CC2)NC2=NN1C(C(=N2)OC)=C(C(=C1)F)C=1C=CC=2N(C1)C(=CN2)C(=O)NC